C1(=C(C=CC2=CC=CC=C12)P(C1=CC=CC=C1)C1=CC=CC=C1)C1=C(C=CC2=CC=CC=C12)P(C1=CC=CC=C1)C1=CC=CC=C1 (S)-(-)-(1,1'-binaphthalene-2,2'-diyl)bis(diphenylphosphine)